3,3-dimethyl-5-(5-(4-methylpiperazine-1-carbonyl)-1H-pyrrolo[2,3-b]pyridin-3-yl)isoindolin-1-one CC1(NC(C2=CC=C(C=C12)C1=CNC2=NC=C(C=C21)C(=O)N2CCN(CC2)C)=O)C